C(C)(C)(C)OC(=O)NCC1CCC(CC1)COCC(=O)OC(C)(C)C tert-Butyl 2-(((1r,4r)-4-((tert-butoxycarbonylamino) methyl)cyclohexyl)methoxy)acetate